tert-butyl 4-((3-(3-methyl-2,4-dioxotetrahydropyrimidin-1(2H)-yl)imidazo[1,2-a]pyridin-8-yl)ethynyl)piperidine-1-carboxylate CN1C(N(CCC1=O)C1=CN=C2N1C=CC=C2C#CC2CCN(CC2)C(=O)OC(C)(C)C)=O